5-(2-methyl-4-(6-(trifluoromethyl)quinazolin-2-yl)phenyl)-4-oxo-4,5,6,7-tetrahydropyrazolo[1,5-a]pyrazine-3-carboxylic acid CC1=C(C=CC(=C1)C1=NC2=CC=C(C=C2C=N1)C(F)(F)F)N1C(C=2N(CC1)N=CC2C(=O)O)=O